6-(imidazo[1,2-a]pyrazin-8-yl)-4,6-dimethyl-5-oxo-5,6,7,8-tetrahydroquinolin N=1C=CN2C1C(=NC=C2)C2(C(C=1C(=CC=NC1CC2)C)=O)C